C(C1=CC=CC=C1)O[C@H]1C[C@@H](N(C1)C(=O)OC(C)(C)C)COC1=C(C(=C(C(=C1)C)F)O[C@@H](CO[Si](C1=CC=CC=C1)(C1=CC=CC=C1)C(C)(C)C)C)C(=O)OC tert-butyl (2R,4S)-4-(benzyloxy)-2-((3-(((R)-1-((tert-butyldiphenylsilyl)oxy)propan-2-yl) oxy)-4-fluoro-2-(methoxycarbonyl)-5-methylphenoxy)methyl)pyrrolidine-1-carboxylate